COC(=O)C1=CC[C@H]([C@H](C1)C)C(=O)OC(C)(C)C (4R,5S)-5-methylcyclohex-1-ene-1,4-dicarboxylic acid 4-tert-butyl 1-methyl ester